4-butyl-1-(4-chloro-2-methylphenyl)-3-(4-fluorophenyl)-5-methyl-4,5-dihydro-1H-pyrazole-5-carboxylic acid methyl ester COC(=O)C1(C(C(=NN1C1=C(C=C(C=C1)Cl)C)C1=CC=C(C=C1)F)CCCC)C